((3,4-dimethoxyphenyl)thio)acetic acid COC=1C=C(C=CC1OC)SCC(=O)O